Tetrahydropyrane-4-carboxylic acid [3-(1-ethyl-8-oxo-spiro[6,7-dihydro-4H-pyrazolo[3,4-c]azepin-5,4'-tetrahydropyran]-3-yl)-2,2-dimethyl-propyl] ester C(C)N1N=C(C2=C1C(NCC1(CCOCC1)C2)=O)CC(COC(=O)C2CCOCC2)(C)C